3-Bromo-2-(difluoro-methoxy)-pyridine BrC=1C(=NC=CC1)OC(F)F